(S)-5-(2-((1-(5-(3,5-difluorophenyl)-4,5-dihydro-1H-pyrazole-1-carbonyl)azetidin-3-yl)oxy)thiazol-4-yl)-1-methyl-1H-pyrazole-4-carbonitrile FC=1C=C(C=C(C1)F)[C@@H]1CC=NN1C(=O)N1CC(C1)OC=1SC=C(N1)C1=C(C=NN1C)C#N